zinc tridecenate C(C=CCCCCCCCCCC)(=O)[O-].[Zn+2].C(C=CCCCCCCCCCC)(=O)[O-]